CN(C(C(=O)C1=CC=C(C=C1)N1CCOCC1)(CC)CC1=CC=CC=C1)C 2-dimethylamino-2-benzyl-1-(4-morpholinylphenyl)-1-butanone